(S)-2-Methyl-5-(2-(methylamino)ethoxy)-N-(2,2,2-trifluoro-1-(naphthalen-1-yl)ethyl)benzamide CC1=C(C(=O)N[C@H](C(F)(F)F)C2=CC=CC3=CC=CC=C23)C=C(C=C1)OCCNC